ClC=1C=C(C=CC1F)NC(N(C)C(C)C1=CN(C(C2=C(C(=CC=C12)F)F)=O)C)=O 3-(3-chloro-4-fluorophenyl)-1-(1-(7,8-difluoro-2-methyl-1-oxo-1,2-dihydroisoquinolin-4-yl)ethyl)-1-methylurea